COC1CCC(CC1)C(=O)OC methyl (1r,4r)-4-methoxycyclohexanecarboxylate